OC1(CCCC1)CC=1OC(=CN1)C=1C=CC(=NC1C=1C=C2C(N(CC2=CC1)C)=O)C#N 5-(2-((1-Hydroxycyclopentyl)methyl)oxazol-5-yl)-6-(2-methyl-3-oxoisoindolin-5-yl)picolinonitril